6-(4-chlorophenyl)-2-(5-fluoro-2-thienyl)-N-[(2S)-1-hydroxypropan-2-yl]-3-oxo-2,3-dihydropyridazine-4-carboxamide ClC1=CC=C(C=C1)C=1C=C(C(N(N1)C=1SC(=CC1)F)=O)C(=O)N[C@H](CO)C